Cl.N1CCC(=CC1)C=1C=CC=2N=CN=C(C2N1)N 6-(1,2,3,6-tetrahydropyridin-4-yl)pyrido[3,2-d]Pyrimidine-4-amine hydrochloride